4-(4-((5-fluoro-7-methyl-1H-indol-4-yl)methyl)-1-methylpiperidin-3-yl)benzoic acid FC=1C(=C2C=CNC2=C(C1)C)CC1C(CN(CC1)C)C1=CC=C(C(=O)O)C=C1